4-(1-methyl-1H-pyrazole-yl)-N-((3S,4S)-4-(3,4-difluorophenyl)piperidin-3-yl)-2-fluorobenzamide (±)-malate C([C@H](O)CC(=O)O)(=O)O.CN1N=C(C=C1)C1=CC(=C(C(=O)N[C@@H]2CNCC[C@H]2C2=CC(=C(C=C2)F)F)C=C1)F |&1:1|